N-[(1S)-2-hydroxy-1-{3-[3-(trifluoromethyl)phenyl]-1,2,4-oxadiazol-5-yl}ethyl]-4-(morpholin-4-yl)benzamide OC[C@@H](C1=NC(=NO1)C1=CC(=CC=C1)C(F)(F)F)NC(C1=CC=C(C=C1)N1CCOCC1)=O